5-nitrosalicylaldehyde potassium salt [K].[N+](=O)([O-])C1=CC=C(C(C=O)=C1)O